2,5-dibromo-3,4,6-trifluoro-N-methoxy-N-methylbenzamide BrC1=C(C(=O)N(C)OC)C(=C(C(=C1F)F)Br)F